ClC1=C(C=C2C(=CC(N(C2=N1)C1=C(C=NN1C(C)C)C)=O)O)F 7-chloro-6-fluoro-4-hydroxy-1-(1-isopropyl-4-methyl-1H-pyrazol-5-yl)-1,8-naphthyridin-2(1H)-one